N-[4-[(6,7-Dimethoxy-1,5-naphthyridin-4-yl)oxy]-3-fluorophenyl]-1,2,6-trimethyl-4-oxo-5-propan-2-ylpyridine-3-carboxamide COC=1N=C2C(=CC=NC2=CC1OC)OC1=C(C=C(C=C1)NC(=O)C1=C(N(C(=C(C1=O)C(C)C)C)C)C)F